(E)-6-(6-ethoxypyridin-3-yl)-N'-(2-fluoro-5-(3-hydroxyazetidin-1-yl)benzylidene)pyrazine-2-carbohydrazide C(C)OC1=CC=C(C=N1)C1=CN=CC(=N1)C(=O)N/N=C/C1=C(C=CC(=C1)N1CC(C1)O)F